BrC1=CC(=CC2=C1N=CO2)N 4-bromo-1,3-benzoxazol-6-amine